BrC[C@](C(=O)NC1=C(C=C(C=C1)C(F)(F)F)Cl)(C)O (R)-3-bromo-N-(2-chloro-4-(trifluoromethyl)phenyl)-2-hydroxy-2-methylpropanamide